tert-butyl 4-(2-(4-((5-nitro-2-(pyridin-4-yl)phenyl)ethynyl)benzamido)ethyl)piperazine-1-carboxylate [N+](=O)([O-])C=1C=CC(=C(C1)C#CC1=CC=C(C(=O)NCCN2CCN(CC2)C(=O)OC(C)(C)C)C=C1)C1=CC=NC=C1